(3R)-3-amino-5,5,7-trifluoro-8-[5-(1-methyl-1-methylsulfonyl-ethyl)-1,3,4-oxadiazol-2-yl]-1-[[4-[5-(trifluoromethoxy)-2-pyridyl]phenyl]methyl]-3,4-dihydro-1-benzazepin-2-one N[C@H]1C(N(C2=C(C(C1)(F)F)C=C(C(=C2)C=2OC(=NN2)C(C)(S(=O)(=O)C)C)F)CC2=CC=C(C=C2)C2=NC=C(C=C2)OC(F)(F)F)=O